sodium (R)-2-((S)-1,2-dihydroxyethyl)-4-hydroxy-5-oxo-2,5-dihydrofuran-3-olate O[C@@H](CO)[C@H]1OC(C(=C1[O-])O)=O.[Na+]